CC1=C(NC=C1CC=1C=NC(=CC1)C(F)(F)F)C(=O)NC(C)C=1C=NN(C1)C(C1=CC=CC=C1)(C1=CC=CC=C1)C1=CC=CC=C1 3-methyl-4-((6-(trifluoromethyl)pyridin-3-yl)methyl)-N-(1-(1-triphenylmethyl-1H-pyrazol-4-yl)ethyl)-1H-pyrrole-2-carboxamide